diethyl-6-(hydroxymethyl)nicotinamide C(C)C=1C(=NC(=C(C(=O)N)C1)CC)CO